COC(=O)N1CC(C1)C=1C=CC=C2C=C(N(C12)CC1CC1)C1=NC2=C(N1C)C(=CC(=C2)C(=O)N2[C@@H]1CC[C@H](C2)[C@H]1N)OC Methyl-3-(2-(5-((1R,4R,7R)-7-amino-2-azabicyclo[2.2.1]heptan-2-carbonyl)-7-methoxy-1-methyl-1H-benzo[d]imidazol-2-yl)-1-(cyclopropylmethyl)-1H-indol-7-yl)azetidin-1-carboxylat